COC=1C=CC(=NC1)CC(=O)NC1=NNC(=C1)[C@@H]1C[C@@H](CC1)N(C([O-])=O)C1(CC1)C (1R,3S)-3-(3-{[(5-methoxypyridin-2-yl)acetyl]amino}-1H-pyrazol-5-yl)cyclopentyl(1-methylcyclopropyl)carbamate